ClC1=CC(=C(C=C1B1OC(C(O1)(C)C)(C)C)NC(=O)NCCC(C)(C)C)F 1-(4-chloro-2-fluoro-5-(4,4,5,5-tetramethyl-1,3,2-dioxaborolan-2-yl)phenyl)-3-(3,3-dimethylbutyl)urea